4-Fluoro-5-(1-(2-formyl-1,2,3,4-tetrahydroisoquinoline-3-carbonyl)-1,2,5,6-tetrahydropyridin-3-yl)-N,N-dimethylbenzofuran-2-carboxamide FC1=C(C=CC2=C1C=C(O2)C(=O)N(C)C)C=2CN(CCC2)C(=O)C2N(CC1=CC=CC=C1C2)C=O